5-methoxy-2-(3-phenylpropionyl)benzaldehyde COC=1C=CC(=C(C=O)C1)C(CCC1=CC=CC=C1)=O